CN1CCCC2=CC3=C(C=C12)NC(=C3)C=O (8-methyl-5,6,7,8-tetrahydro-1H-pyrrolo[3,2-g]quinolin-2-yl)methanone